[8-ethyl-3-(methoxymethoxy)-1-naphthyl] trifluoromethanesulfonate FC(S(=O)(=O)OC1=CC(=CC2=CC=CC(=C12)CC)OCOC)(F)F